n-butyne C#CCC